ClC=1C=CC2=C(N(C3=C(CC2)C=CC=C3)CCCNS(=O)(=N)C3=CC=C(C=C3)OC(F)(F)F)C1 N-[3-(3-chloro-10,11-dihydro-5H-di-benzo[b,f]azepin-5-yl)propyl]-4-(trifluoro-methoxy)benzenesulfonimidamide